4-(5-bromopyridin-2-yl)thiomorpholine-1-oxide BrC=1C=CC(=NC1)N1CCS(CC1)=O